The molecule is a CDP-diacylglycerol(2-) obtained by deprotonation of the diphosphate OH groups of CDP-1-palmitoyl-2-arachidonoyl-sn-glycerol; major species at pH 7.3. It has a role as a human metabolite. CCCCCCCCCCCCCCCC(=O)OC[C@H](COP(=O)([O-])OP(=O)([O-])OC[C@@H]1[C@H]([C@H]([C@@H](O1)N2C=CC(=NC2=O)N)O)O)OC(=O)CCC/C=C\\C/C=C\\C/C=C\\C/C=C\\CCCCC